[NH+]=1N=CNC1 4H-1,2,4-triazolium